(1-(3-Bromophenyl)piperidin-4-yl)methanol BrC=1C=C(C=CC1)N1CCC(CC1)CO